C1(CCC1)C1=CC(=C(C(=O)N2CCC(CC2)C2=C(C#N)C=CC=C2)C=C1C=1OC(=NN1)CC)C (1-(4-cyclobutyl-5-(5-ethyl-1,3,4-oxadiazol-2-yl)-2-methylbenzoyl)piperidin-4-yl)benzonitrile